C1=CC=CC=2C3=CC=CC=C3C(C12)COC(=O)NCC=1C=CC(=NC1)C(=O)O (2S)-5-[({[(9H-fluoren-9-yl)methoxy]carbonyl}amino)methyl]pyridine-2-carboxylic acid